3-cyclopropyl-5-(2-fluoro-4-iodo-anilino)-6,8-dimethyl-1-[3-(methylsulfamoylamino)cyclobutyl]pyrido[4,3-d]pyrimidine-2,4,7-trione C1(CC1)N1C(N(C=2C(C1=O)=C(N(C(C2C)=O)C)NC2=C(C=C(C=C2)I)F)C2CC(C2)NS(NC)(=O)=O)=O